N-{4-[(3S)-3-Aminopiperidin-1-yl]-6,7-dihydro-5H-cyclopenta[b]pyridin-3-yl}-6-(2,6-difluorophenyl)-5-fluoropyridine-2-carboxamide N[C@@H]1CN(CCC1)C1=C2C(=NC=C1NC(=O)C1=NC(=C(C=C1)F)C1=C(C=CC=C1F)F)CCC2